C1(=CC=CC=C1)CCCC(SCCCCCCC(NC=1SC=C(N1)C1=CC=CC=C1)=O)=O S-(7-oxo-7-((4-phenylthiazol-2-yl)amino)heptyl) 4-phenylbutane-thioate